FC(C(=O)N1C(CCC1)C1=C(C=CC=C1)C1=CCN(CC1)C(=O)OC(C)(C)C)(F)F (E)-tert-butyl 4-(2-(1-(2,2,2-trifluoroacetyl)pyrrolidin-2-yl)phenyl)-5,6-dihydropyridine-1(2H)-carboxylate